FC1(CCC(CC1)NC1=NC(=CC(=N1)N)N1N=C(C=C1)C)F N2-(4,4-difluorocyclohexyl)-6-(3-methyl-1H-pyrazol-1-yl)pyrimidine-2,4-diamine